1-{2-[(3,3-difluoroazetidine-1-carbonyl)amino]acetyl}-N-{[5-(3,3-difluorocyclobutyl)-6-fluoropyridin-2-yl](phenyl)methyl}-4-fluoropyrrolidine-2-carboxamide FC1(CN(C1)C(=O)NCC(=O)N1C(CC(C1)F)C(=O)NC(C1=CC=CC=C1)C1=NC(=C(C=C1)C1CC(C1)(F)F)F)F